ClCC=1SC=CN1 chloromethyl-thiazole